2-Chloro-N1-(4-Chloro-3-(Pyridin-2-Yl)Phenyl)-N4-((6-Methylpyridin-2-Yl)Methyl)-Terephthalamide ClC1=C(C(=O)NC2=CC(=C(C=C2)Cl)C2=NC=CC=C2)C=CC(=C1)C(=O)NCC1=NC(=CC=C1)C